3-[[2-[4-[3-[1-(5-chloropyrimidin-2-yl)-4-piperidinyl]propoxy]-2-fluoro-phenyl]acetyl]amino]propane-1-sulfonic acid ClC=1C=NC(=NC1)N1CCC(CC1)CCCOC1=CC(=C(C=C1)CC(=O)NCCCS(=O)(=O)O)F